C(C)(C)(C)OC(=O)N1CCC=2C=NC(=CC21)C#N tert-butyl-6-cyano-2,3-dihydropyrrolo[3,2-C]pyridine-1-carboxylate